4-(4-((3-fluoro-4-methoxybenzyl)amino)-2-(isoamyl-carbamoyl)phenyl)piperazine FC=1C=C(CNC2=CC(=C(C=C2)N2CCNCC2)C(NCCC(C)C)=O)C=CC1OC